FC1=C2C(NC(N(C2=CC=C1)CC1=CC(=CC=C1F)C(=O)N1CCN(CC1)C1=NC=CC=N1)=O)=O 5-Fluoro-1-(6-fluoro-3-(4-(pyrimidin-2-yl)piperazine-1-carbonyl)benzyl)quinazoline-2,4(1H,3H)-dione